((1S,2S)-2-(2-(methyl-d3)-2H-1,2,3-triazol-4-yl)cyclopropyl)-2H-[1,4'-bipyridin] C(N1N=CC(=N1)[C@@H]1[C@H](C1)C1N(C=CC=C1)C1=CC=NC=C1)([2H])([2H])[2H]